C(C)(C)(C)OC(=O)N1C(CCC(C1)N1CCCCC1)(C)C.CC1(N(CC(CC1)N1CCCCC1)C(=O)NCCCCC1=CC=CC=C1)C 2,2-dimethyl-N-(4-phenylbutyl)-5-(1-piperidinyl)piperidine-1-carboxamide tert-butyl-2,2-dimethyl-5-(1-piperidinyl)piperidine-1-carboxylate